FC1=CC=C(C=C1)N1N=CC2=C1C=C1CCN(C[C@]1(C2)C(C2=NC=CC(=C2)C(F)(F)F)=O)C(=O)OC(C)(C)C Tert-butyl (R)-1-(4-fluorophenyl)-4a-(4-(trifluoromethyl)picolinoyl)-1,4,4a,5,7,8-hexahydro-6H-pyrazolo[3,4-g]isoquinoline-6-carboxylate